Cl.C(C)OC=1C(=CC2=CN(N=C2C1)C)C(=O)NC=1N=NC(=CC1)N1C[C@@H](NCC1)C (S)-6-ethoxy-2-methyl-N-(6-(3-methylpiperazin-1-yl)pyridazin-3-yl)-2H-indazole-5-carboxamide hydrogen chloride